2-(4-fluorophenyl)-2-((R)-8-methyl-3-(3-methyl-1,2,4-thiadiazol-5-yl)-5,6-dihydro-[1,2,4]triazolo[4,3-a]pyrazin-7(8H)-yl)acetonitrile FC1=CC=C(C=C1)C(C#N)N1[C@@H](C=2N(CC1)C(=NN2)C2=NC(=NS2)C)C